N,N,N',N'-tetraisopropyl-1-(2-cyclopentylethyloxy)phosphanediamine C(C)(C)N(P(N(C(C)C)C(C)C)OCCC1CCCC1)C(C)C